pyrimidine-5-carboxylic acid hydrochloride Cl.N1=CN=CC(=C1)C(=O)O